(3S)-N-(4-chloro-2-fluoro-5-methylphenyl)-N,5-dimethyl-1,1-dioxo-1,2,5-thiadiazolidine-3-carboxamide ClC1=CC(=C(C=C1C)N(C(=O)[C@H]1NS(N(C1)C)(=O)=O)C)F